OC1CCC(CC1)NC=1N=NC(=C2C1C=NC=C2)C2=CC=C1C(CCO1)=C2O 5-[4-[(4-Hydroxycyclohexyl)amino]pyrido[3,4-d]pyridazin-1-yl]-2,3-dihydrobenzofuran-4-ol